BrC1=CC2=C([C@@H](CO2)NC)C=C1 (S)-6-bromo-N-methyl-2,3-dihydrobenzofuran-3-amine